(S)-(9H-fluoren-9-yl)methyl tert-butyl (5-(isopropylamino)-5-oxopentane-1,4-diyl)dicarbamate C(C)(C)NC([C@H](CCCNC(OCC1C2=CC=CC=C2C=2C=CC=CC12)=O)NC(OC(C)(C)C)=O)=O